methyl (S)-4-(2-(4-((2-(2,6-difluorophenyl)-5-oxo-6,7-dihydro-5H-pyrrolo[3,4-d]pyrimidin-4-yl)amino)phenyl)acetyl)morpholine-3-carboxylate FC1=C(C(=CC=C1)F)C=1N=C(C2=C(N1)CNC2=O)NC2=CC=C(C=C2)CC(=O)N2[C@@H](COCC2)C(=O)OC